S(=O)(=O)(O)C1=CC=C(C)C=C1.CN1CCN(CC1)C1=CC=C(C(=O)NC2=NNC3=CC(=CC=C23)OCCOCC2=CC=C(C=C2)C(F)(F)F)C=C1 4-(4-methyl-piperazin-1-yl)-N-{6-[2-(4-trifluoromethyl-benzyloxy)-ethoxy]-1H-indazol-3-yl}-benzamide tosylate salt